methylthio-1,2,4,5-tetrazine CSC=1N=NC=NN1